(5aS,8aR)-6,6-dimethyl-2-((R)-3-methylmorpholino)-5,5a,6,7,8,8a-hexahydro-4H-cyclopenta[e]pyrazolo[1,5-a]pyrazin-4-one CC1(CC[C@@H]2[C@H]1NC(C=1N2N=C(C1)N1[C@@H](COCC1)C)=O)C